Yttrium cerium oxide [O-2].[Ce+3].[Y+3].[O-2].[O-2]